CC1=NN=C(O1)C=1C=C(C=CC1)S(=O)(=O)N1CCN(CC1)C[C@H](C)NC1=NC=NC2=C(C=CC=C12)C(F)(F)F N-[(2S)-1-{4-[3-(5-methyl-1,3,4-oxadiazol-2-yl)benzenesulfonyl]piperazin-1-yl}propan-2-yl]-8-(trifluoromethyl)quinazolin-4-amine